(2R,3S,4S)-4-hydroxy-2-[(4-methoxyphenyl)methyl]pyrrolidin-3-yl N-(2,2-difluoro-2-phenylethyl)carbamate FC(CNC(O[C@H]1[C@H](NC[C@@H]1O)CC1=CC=C(C=C1)OC)=O)(C1=CC=CC=C1)F